CN1C2CN(C(C1)CC2)C2=NC1=C(N2C(=O)NCCCC2=CC=CC=C2)C=CC=C1 (5-Methyl-2,5-diazabicyclo[2.2.2]octan-2-yl)-N-(3-phenylpropyl)-1H-benzo[d]imidazole-1-carboxamide